FC(CN1CC2(C1)CC(C2)CC(=O)OCC)(F)F ethyl 2-[2-(2,2,2-trifluoroethyl)-2-azaspiro[3.3]heptan-6-yl]acetate